tert-butyl ethyl(4-oxo-4-(4-(5-(trifluoromethyl)pyrimidin-2-yl)piperazin-1-yl)butyl)carbamate C(C)N(C(OC(C)(C)C)=O)CCCC(N1CCN(CC1)C1=NC=C(C=N1)C(F)(F)F)=O